(1S,3aS,6aR)-2-((R)-2-fluoro-2-(3-fluorophenyl)propanoyl)-N-((R)-4-fluoro-3-oxo-1-((S)-2-oxopyrrolidin-3-yl)butan-2-yl)octahydrocyclopenta[c]pyrrole-1-carboxamide F[C@](C(=O)N1[C@@H]([C@H]2[C@@H](C1)CCC2)C(=O)N[C@H](C[C@H]2C(NCC2)=O)C(CF)=O)(C)C2=CC(=CC=C2)F